tri(hydroxypropyl)methylammonium OCCC[N+](C)(CCCO)CCCO